tert-butyl (5-bromo-4-chloro-2-iodophenyl)(tert-butoxycarbonyl)carbamate BrC=1C(=CC(=C(C1)N(C(OC(C)(C)C)=O)C(=O)OC(C)(C)C)I)Cl